tert-butyl (S)-4-(cyclopent-1-en-1-yl)-2-(hydroxymethyl)-2,5-dihydro-1H-pyrrole-1-carboxylate C1(=CCCC1)C1=C[C@H](N(C1)C(=O)OC(C)(C)C)CO